[N+](=O)([O-])C1=CC=C(C=C1)OC(=O)N1CCN(CC1)C=1C=NN2C1C=CC(=C2)C=2C=NN(C2)C 4-nitrophenyl-4-[6-(1-methyl-1H-pyrazol-4-yl)pyrazolo[1,5-a]pyridin-3-yl]piperazine-1-carboxylate